(SR)-13-((SR)-1,3-dihydroxypropyl)oxatridecan-2-one (3R*,5S*)-5-{2-[(4-{[(2R)-1-methoxypropan-2-yl]amino}cyclohexyl)amino]pyrimidin-5-yl}oxolan-3-yl-N-[(2S)-butan-2-yl]carbamate COC[C@@H](C)NC1CCC(CC1)NC1=NC=C(C=N1)[C@@H]1C[C@H](CO1)N(C(O)=O)[C@@H](C)CC.O[C@H](CCO)CCCCCCCCCCCC(O)=O |o1:19,21,&1:33|